ClC1([C@H]([C@@H]1C1=CC(=C(C=C1)Cl)Cl)C(=O)O)Cl |r| racemic-trans-2,2-dichloro-3-(3,4-dichlorophenyl)cyclopropane-1-carboxylic acid